FC(C1=CC(=NN1)CN(C(=O)NC1=CC(=C(C=C1)F)C(F)F)C=1N=NC(=CC1)OC)F 1-((5-(Difluoromethyl)-1H-pyrazol-3-yl)methyl)-3-(3-(difluoromethyl)-4-fluorophenyl)-1-(6-methoxypyridazin-3-yl)urea